(R)-2-amino-3-(3-fluoro-5-(1-methoxycyclobutyl)benzamido)propanoic acid N[C@@H](C(=O)O)CNC(C1=CC(=CC(=C1)C1(CCC1)OC)F)=O